2-(((3S,4S)-4-((3,4-difluorophenyl)sulfonyl)-3-hydroxy-3-(hydroxymethyl)pyrrolidin-1-yl)sulfonyl)-5-(trifluoromethyl)benzonitrile FC=1C=C(C=CC1F)S(=O)(=O)[C@@H]1[C@](CN(C1)S(=O)(=O)C1=C(C#N)C=C(C=C1)C(F)(F)F)(CO)O